CS(=O)C1=C(C=CC=C1)B(O)O (2-(methylsulfinyl)phenyl)boronic acid